4-(2-(2-chloro-6-methylpyridin-4-yl)-3-isopropyl-1H-indol-5-yl)piperidine-1-carboxylic acid ClC1=NC(=CC(=C1)C=1NC2=CC=C(C=C2C1C(C)C)C1CCN(CC1)C(=O)O)C